[2-fluoro-4-(trifluoromethyl)phenylmethylamino]-N-methyl-benzenesulfonamide FC1=C(C=CC(=C1)C(F)(F)F)CNC1=C(C=CC=C1)S(=O)(=O)NC